N-(4-(4-amino-3-(4-((5-chloro-4-methylpyrimidin-2-yl)oxy)phenyl)-7-cyano-1-methyl-1H-pyrrolo[3,2-c]pyridin-2-yl)phenyl)acrylamide NC1=NC=C(C2=C1C(=C(N2C)C2=CC=C(C=C2)NC(C=C)=O)C2=CC=C(C=C2)OC2=NC=C(C(=N2)C)Cl)C#N